OC1=C(C=C(C=C1)\C=C\C(CC(\C=C\C1=CC(=C(C=C1)O)OC)=O)=O)OC (1e,6e)-1,7-Bis(4-hydroxy-3-methoxyphenyl)hepta-1,6-diene-3,5-dione